CC(CCCC)CCCCCCCCCCCCCC 5-methyl-nonadecane